ClC1=C(C=C(C(=C1)F)OC)C1=CC=2N(C(N(C(C2S1)=O)C=1C=NC=C(C1C)F)=O)CCC#N 3-[6-(2-chloro-4-fluoro-5-methoxy-phenyl)-3-(5-fluoro-4-methyl-3-pyridinyl)-2,4-dioxo-thieno[3,2-d]pyrimidin-1-yl]propionitrile